C(#N)C=1C=C(COC2=C(CN[C@H](CO)C(=O)O)C=C(C(=C2)NCC=2C(=C(C=CC2)C2=CC=CC=C2)C)C)C=CC1 (2-((3-cyanobenzyl)oxy)-5-methyl-4-(((2-methyl-[1,1'-biphenyl]-3-yl)methyl)amino)benzyl)-D-serine